methyl 5-methoxy-6-oxo-4-(pyrimidin-2-ylamino)pyran-2-carboxylate COC1=C(C=C(OC1=O)C(=O)OC)NC1=NC=CC=N1